(S)-1-(3-Acetyl-8-fluoro-6-oxo-1,2,3,4,5,6-hexahydrobenzo[c][1,7]naphthyridin-1-yl)-3-(3-chloro-4-fluorophenyl)-1-methylurea C(C)(=O)N1C[C@H](C=2C3=C(C(NC2C1)=O)C=C(C=C3)F)N(C(=O)NC3=CC(=C(C=C3)F)Cl)C